methyl (2R)-2-[(2S)-4-methyl-2-[(4-methyl-1H-indol-2-yl)formamido]pentanamido]-3-[(3R)-2-oxopyrrolidin-3-yl]propanoate CC(C[C@@H](C(=O)N[C@@H](C(=O)OC)C[C@@H]1C(NCC1)=O)NC(=O)C=1NC2=CC=CC(=C2C1)C)C